5-propyl-1,2,3-trimethoxybenzene C(CC)C=1C=C(C(=C(C1)OC)OC)OC